nitronic anhydride [N+]([O-])(=C)O[N+]([O-])=C